COC=1C(=C2C=CNC2=C(C1)C)CN1[C@H](C[C@]2(CCCO2)CC1)C1=CC=C(C(=O)O)C=C1 4-((5s,7r)-8-((5-methoxy-7-methyl-1H-indol-4-yl)methyl)-1-oxa-8-azaspiro[4.5]decan-7-yl)benzoic acid